3,5-dimethylcarboxyphenylboronic acid pinacol ester CC=1C=C(C=C(C1)C)B1OC(CC(=O)O)(C)C(C)(C)O1